5-(Bromomethyl)-1-methyl-3-nitro-1H-pyrazole BrCC1=CC(=NN1C)[N+](=O)[O-]